3-methyl-4-(α-naphthylmethyl)-4-(2-butyl-2,3-butadienyl)-1-phenylpyrazoline-5-one CC1NN(C(C1(CC(=C=C)CCCC)CC1=CC=CC2=CC=CC=C12)=O)C1=CC=CC=C1